C(C1=CC=CC=C1)N1CC2=C(NC=3C(=C(C=C(C23)Br)Cl)F)C(C1)=O 2-benzyl-9-bromo-7-chloro-6-fluoro-3,5-dihydro-1H-pyrido[4,3-b]indol-4-one